CC=1C=NC=2N(C1)N=CC2C(=O)O 6-methylpyrazolo[1,5-A]pyrimidine-3-carboxylic acid